((3-chloro-5-trifluoromethyl-pyridine-2-yl)methylene)-4-methylbenzenesulfonamide ClC=1C(=NC=C(C1)C(F)(F)F)C=NS(=O)(=O)C1=CC=C(C=C1)C